C(#N)C(C(=O)N)C(C(C(=O)N)C#N)CC(C)C 2,4-dicyano-3-isobutylglutaric acid diamide